9-(3-(9H-carbazol-9-yl)phenyl)-9H-3,9'-bicarbazole C1=CC=CC=2C3=CC=CC=C3N(C12)C=1C=C(C=CC1)N1C2=CC=CC=C2C=2C=C(C=CC12)N1C2=CC=CC=C2C=2C=CC=CC12